C(CP(C1=CC=CC=C1)C1=CC=CC=C1)P(C1=CC=CC=C1)C1=CC=CC=C1 ethylenebis(diphenylphosphine)